2-Bromo-2-(6-(1-methyl-1H-pyrazol-4-yl)pyridin-3-yl)acetic acid ethyl ester C(C)OC(C(C=1C=NC(=CC1)C=1C=NN(C1)C)Br)=O